4-((2,4-difluorophenyl)ethynyl)-N-((1-hydroxycyclobutyl)methyl)benzamide FC1=C(C=CC(=C1)F)C#CC1=CC=C(C(=O)NCC2(CCC2)O)C=C1